4-(5-chloro-2-(2,4-dichlorophenoxy)phenoxy)butanoic acid ClC=1C=CC(=C(OCCCC(=O)O)C1)OC1=C(C=C(C=C1)Cl)Cl